CC1(OC[C@H](O1)C(C(O)[C@H]1OC(OC1)(C)C)O)C 1,2-bis((S)-2,2-dimethyl-1,3-dioxolan-4-yl)ethane-1,2-diol